CC1(CCCCC1)C1=C(C(=O)Cl)C=CC=C1 2-(1-methylcyclohexyl)benzoyl chloride